6-fluoro-5-(4-fluoro-1-(2-fluoroethyl)-2-methyl-1H-benzo[d]imidazol-6-yl)-N-((3S,4S)-3-fluoro-1-(oxetan-3-yl)piperidin-4-yl)-4-methoxypyrrolo[2,1-f][1,2,4]triazin-2-amine FC=1C(=C2C(=NC(=NN2C1)N[C@@H]1[C@H](CN(CC1)C1COC1)F)OC)C=1C=C(C2=C(N(C(=N2)C)CCF)C1)F